NC=1C=2N(C(=CN1)C)C(=NC2C2=C(C=C(C=C2)NC(C(C=2C=C(C=CC2)C)O)=O)F)C N-(4-(8-amino-3,5-dimethylimidazo[1,5-a]pyrazin-1-yl)-3-fluoro-phenyl)-2-hydroxy-2-(m-tolyl)acetamide